9-(2-(2,6-dioxopiperidin-3-yl)-1-Oxoisoindoline-4-yl)non-8-yn-1-yl methanesulfonate CS(=O)(=O)OCCCCCCCC#CC1=C2CN(C(C2=CC=C1)=O)C1C(NC(CC1)=O)=O